ClC1=C(C(=CC=C1F)Cl)N1N=C(C(=N1)C(=O)N)NC1=CC=C(C=C1)C(=O)N1CCOCC1 2-(2,6-dichloro-3-fluorophenyl)-5-((4-(morpholine-4-carbonyl)phenyl)amino)-2H-1,2,3-triazole-4-carboxamide